C(C)(C)(C)OC(=O)N1[C@H](CN(CC1)C1=CC(=NC=2CN(CCC12)C(=O)OCC1=CC=CC=C1)OS(=O)(=O)C(F)(F)F)CC#N benzyl (S)-4-(4-(tert-butyloxycarbonyl)-3-(cyanomethyl) piperazin-1-yl)-2-(((trifluoromethyl) sulfonyl) oxy)-5,8-dihydro-1,7-naphthyridine-7(6H)-carboxylate